7-methoxy-3-toluenesulfonyl-1,3,4,5-tetrahydrospiro[benzo[d]azepin-2,1'-cyclopropan]-1-ol COC1=CC2=C(C(C3(CC3)N(CC2)S(=O)(=O)CC2=CC=CC=C2)O)C=C1